N-[(2S,3R)-4,4-difluoro-2-[(3'-fluoro[1,1'-biphenyl]-3-yl)methyl]-1-(oxetane-2-carbonyl)pyrrolidin-3-yl]cyclopropanesulfonamide FC1([C@@H]([C@@H](N(C1)C(=O)C1OCC1)CC=1C=C(C=CC1)C1=CC(=CC=C1)F)NS(=O)(=O)C1CC1)F